(2S,4r)-1-((S)-2-amino-3,3-dimethylbutyryl)-4-hydroxy-N-(4-(4-methylthiazol-5-yl)benzyl)pyrrolidine-2-carboxamide hydrochloride Cl.N[C@H](C(=O)N1[C@@H](C[C@H](C1)O)C(=O)NCC1=CC=C(C=C1)C1=C(N=CS1)C)C(C)(C)C